ClC1=C(N(N=C1)C)C=1C=C(C=CC1O)NC(=O)NC1=CC=C(C=C1)Cl 1-[3-(4-Chloro-2-methyl-2H-pyrazol-3-yl)-4-hydroxyphenyl]-3-(4-chloro-phenyl)-urea